P(=O)([O-])([O-])[O-].[O-2].[O-2].[Mn+7] manganese dioxide phosphate